CCCCCCCCOC1=CC(=C(C=C1)C(=O)C2=CC=CC=C2)O 2-hydroxy-4-n-octyloxyBenzophenone